4-(1-(4-(Trifluoromethoxy)phenyl)-1H-1,2,4-triazol-3-yl)phenethyl (Z)-(3-(2-(2-cyclopropylethyl)phenyl)-4-oxothiazolidin-2-ylidene)carbamate C1(CC1)CCC1=C(C=CC=C1)N1/C(/SCC1=O)=N/C(OCCC1=CC=C(C=C1)C1=NN(C=N1)C1=CC=C(C=C1)OC(F)(F)F)=O